ClC=1C(N(C(N(C1C)CCO)=O)CC1=NC(=NO1)C[C@H](O)C1=CC=C(C=C1)Cl)=O 5-chloro-3-({3-[(2S)-2-(4-chlorophenyl)-2-hydroxyethyl]-1,2,4-oxadiazol-5-yl}methyl)-1-(2-hydroxyethyl)-6-methyl-1,2,3,4-tetrahydropyrimidine-2,4-dione